5-(morpholin-4-yl)pyridin N1(CCOCC1)C=1C=CC=NC1